rel-1,3-dimethyl-N-{2-[(2R)-1,4,4-trimethylpyrrolidin-2-yl]imidazo[1,2-a]pyrazin-6-yl}-1H-indazole-6-carboxamide CN1N=C(C2=CC=C(C=C12)C(=O)NC=1N=CC=2N(C1)C=C(N2)[C@@H]2N(CC(C2)(C)C)C)C |o1:22|